1-(5-(8-amino-1-(2-phenylquinolin-7-yl)imidazo[1,5-A]pyrazin-3-yl)tetrahydropyran-2-yl)cyclopropan-1-ol NC=1C=2N(C=CN1)C(=NC2C2=CC=C1C=CC(=NC1=C2)C2=CC=CC=C2)C2CCC(OC2)C2(CC2)O